(4-methoxyphenyl)diphenylsulfonium hexafluoroantimonate F[Sb-](F)(F)(F)(F)F.COC1=CC=C(C=C1)[S+](C1=CC=CC=C1)C1=CC=CC=C1